perfluoroether ammonium [NH4+].FOF